N(=[N+]=[N-])C=1C=CC=2N(C3=CC=CC=C3C2C1)CC 3-azido-9-ethyl-9H-carbazole